(S)-2-((2-(4-cyanophenyl)propyl)amino)-N-(5-(1-(2-(dimethylamino)-2-oxoethyl)-1H-pyrazol-4-yl)pyridin-2-yl)-2-phenylacetamide C(#N)C1=CC=C(C=C1)C(CN[C@H](C(=O)NC1=NC=C(C=C1)C=1C=NN(C1)CC(=O)N(C)C)C1=CC=CC=C1)C